ClC1=C(C=CC=C1)C=1N=C(SC1)NC(=O)C1CC(C1)N1CCOCC1 (1s,3s)-N-(4-(2-chlorophenyl)thiazol-2-yl)-3-morpholinocyclobutane-1-carboxamide